FC1(CCC(CC1)[C@H](NC(=O)C1=CC=NN1CC)C=1N=C2N(N=C(C(=N2)N2CCOCC2)CC2C(NC[C@@H](C2)C(F)(F)F)=O)C1)F N-((1S)-(4,4-difluorocyclohexyl)(3-morpholino-2-(((5R)-2-oxo-5-(trifluoromethyl)piperidin-3-yl)methyl)imidazo[1,2-b][1,2,4]triazin-6-yl)methyl)-1-ethyl-1H-pyrazole-5-carboxamide